C1(CC1)C1=CC=C(C=C1)C=1C=C2CC(C(C2=CC1OC)NC(O[C@@H]1CN2CCC1CC2)=O)(C)C (S)-quinuclidin-3-yl (5-(4-cyclopropylphenyl)-6-methoxy-2,2-dimethyl-2,3-dihydro-1H-inden-1-yl)carbamat